ethyl 5-(2-hydroxypropan-2-yl)isoxazole-3-carboxylate OC(C)(C)C1=CC(=NO1)C(=O)OCC